tert-butyl (3R,4'S)-6-chloro-4'-(3-chloro-2-fluorophenyl)-2'-(4-hydroxy-2,2-dimethylbutyl)-2-oxo-1H-spiro[indole-3,3'-pyrrolidine]-5'-carboxylate ClC1=CC=C2C(=C1)NC([C@@]21C(NC([C@@H]1C1=C(C(=CC=C1)Cl)F)C(=O)OC(C)(C)C)CC(CCO)(C)C)=O